N-(1,1-dioxido-2,3-dihydrothiophen-3-yl)-4-oxo-1,4-dihydropyrrolo[1,2-b]pyridazine-3-carboxamide O=S1(CC(C=C1)NC(=O)C=1C(C=2N(NC1)C=CC2)=O)=O